Cl.CC=1C=C(C=CC1OC1=CC2=C(N(N=N2)C)C=C1)NC=1C2=C(N=CN1)C=NC(=N2)N2C[C@H](NCC2)C (R)-N-(3-methyl-4-((1-methyl-1H-benzo[d][1,2,3]triazol-5-yl)oxy)phenyl)-6-(3-methylpiperazin-1-yl)pyrimido[5,4-d]pyrimidin-4-amine hydrochloride